3-FORMYL-5,6-DIMETHOXY-1H-INDOLE-2-CARBOXYLIC ACID METHYL ESTER COC(=O)C=1NC2=CC(=C(C=C2C1C=O)OC)OC